C(C1=CC=CC=C1)NC(N([C@@H]1CC[C@H](CC1)NC1=NC=C(C(=N1)OC1COC1)C(F)(F)F)C1=NC=C(N=C1)OCC(F)F)=O 3-benzyl-1-(5-(2,2-difluoroethoxy)pyrazin-2-yl)-1-(trans-4-((4-((oxetan-3-yl)oxy)-5-(trifluoromethyl)pyrimidin-2-yl)amino)cyclohexyl)urea